(4aR,8aS)-6-(3-((2-Chloro-6-fluorophenyl)ethynyl)azetidine-1-carbonyl)hexahydro-2H-pyrido[4,3-b][1,4]oxazin-3(4H)-one ClC1=C(C(=CC=C1)F)C#CC1CN(C1)C(=O)N1C[C@@H]2[C@@H](OCC(N2)=O)CC1